tert-butyl-3-(5-bromo-3,3-dimethyl pentyl)-2-oxo-2,3-dihydro-1H-benzo[d]imidazole-1-carboxylate C(C)(C)(C)OC(=O)N1C(N(C2=C1C=CC=C2)CCC(CCBr)(C)C)=O